2,6-dichloroethylphenol ClCCC1=C(C(=CC=C1)Cl)O